Cl.FCCCN1CC(C1)CC1=CC=C(C=C1)C1=C(CCCC2=C1C=CC(=C2)C(=O)O)C2=CC=C(C=C2)S(=O)(=O)C(F)(F)F 9-(4-((1-(3-fluoropropyl)azetidin-3-yl)methyl)phenyl)-8-(4-((trifluoromethyl)sulfonyl)phenyl)-6,7-dihydro-5H-benzo[7]annulene-3-carboxylic acid hydrochloride